C1(=CC=CC=C1)C=1OC=C(N1)[C@@H](C)N (R)-1-(2-phenyloxazol-4-yl)ethan-1-amine